3-Azido-6-bromo-4-fluoro-2,3-dihydro-1-benzofuran N(=[N+]=[N-])C1COC2=C1C(=CC(=C2)Br)F